NC1=NC=2C=CC(=CC2C=2N1C=NC2)C(=O)N([C@@H]2COC1=C2C=CC(=C1)C(F)(F)F)C (S)-5-amino-N-methyl-N-(6-(trifluoromethyl)-2,3-dihydrobenzofuran-3-yl)imidazo[1,5-c]quinazoline-9-carboxamide